C(=O)O.O=C1N(C(C2=CC=CC=C12)=O)C(C)C=1C(=C(C(=C2C=NNC12)C=1N=CC=2N(C1)C=C(N2)NC(=O)[C@H]2[C@H](C2)F)C(F)(F)F)F (1S,2S)-N-(6-(7-(1-(1,3-dioxoisoindolin-2-yl)ethyl)-6-fluoro-5-(trifluoromethyl)-1H-indazol-4-yl)imidazo[1,2-a]pyrazin-2-yl)-2-fluorocyclopropanecarboxamide formate